NC=1N2C(C=3N(C(N(C3N1)CCN1CCN(CC1)C1=CC=C(C=C1)OCCOC)=O)C)=NC(=N2)C2=CC=CC=C2 5-Amino-3-(2-{4-[4-(2-methoxy-ethoxy)-phenyl]-piperazin-1-yl}-ethyl)-1-methyl-8-phenyl-1,3-dihydro-[1,2,4]triazolo[5,1-i]purin-2-one